CNC1=C(C=CC(=C1)B1OC(C(O1)(C)C)(C)C)[N+](=O)[O-] N-methyl-2-nitro-5-(tetramethyl-1,3,2-dioxaborolan-2-yl)aniline